N2-(3-fluoro-4-methoxyphenyl)-5-fluoro-2,4-pyrimidinediamine FC=1C=C(C=CC1OC)NC1=NC=C(C(=N1)N)F